2,6-dichloro-pyrazine ClC1=NC(=CN=C1)Cl